4-(5-cyano-5,6-dihydropyrrolo[3,4-c]pyrazol-1(4H)-yl)-N-(pyridin-2-ylmethyl)benzamide C(#N)N1CC=2N(N=CC2C1)C1=CC=C(C(=O)NCC2=NC=CC=C2)C=C1